CN1CCN(CC1)C1=CC(=CC=C1)[N+](=O)[O-] 1-methyl-4-(3-nitrophenyl)piperazine